4-(4-{2-[imino(methyl)oxo-λ6-sulfanyl]ethyl}piperidin-1-yl)-6,7-dimethoxyquinoline-3-carbonitrile N=S(CCC1CCN(CC1)C1=C(C=NC2=CC(=C(C=C12)OC)OC)C#N)(=O)C